C(C)(C)(C)N(C(O)=O)CC1=CC=C(C=C1)N1C(=NC=2C1=NC(=CC2)C2=CC=CC=C2)C=2C(=NC=CC2)N.NC=2C=C(C=CC2O)C2(C(NC1=C(C=CC=C21)C(F)(F)F)=O)C2=CC=C(C=C2)O 3-(3-Amino-4-hydroxyphenyl)-3-(4-hydroxyphenyl)-7-(trifluoromethyl)indol-2-one tert-butyl-(4-(2-(2-aminopyridin-3-yl)-5-phenyl-3H-imidazo[4,5-b]pyridin-3-yl)benzyl)carbamate